1-[5-(5-chloro-2-methylpyridin-4-yl)-1H-pyrazole-3-carbonyl]piperidine ClC=1C(=CC(=NC1)C)C1=CC(=NN1)C(=O)N1CCCCC1